N-(3-methyl-4-[[1,2,4]triazolo[1,5-a]pyridine-7-yloxy]phenyl)-6-(2,3,6,7-tetrahydro-1H-azepin-4-yl)pyrido[3,2-d]pyrimidin-4-amine hydrochloride Cl.CC=1C=C(C=CC1OC1=CC=2N(C=C1)N=CN2)NC=2C1=C(N=CN2)C=CC(=N1)C=1CCNCCC1